2-[3,5-Dimethoxy-2-[3-[4-methoxy-3-(3-methylbutyl)phenyl]prop-2-enoyl]phenoxy]acetic acid COC=1C(=C(OCC(=O)O)C=C(C1)OC)C(C=CC1=CC(=C(C=C1)OC)CCC(C)C)=O